tert-butyl 4-(1-((S)-1-((2S,4R)-4-hydroxy-2-((4-(4-methylthiazol-5-yl)benzyl)carbamoyl)-pyrrolidin-1-yl)-3-methyl-1-oxobutan-2-yl)-1H-1,2,3-triazol-4-yl)piperidine-1-carboxylate O[C@@H]1C[C@H](N(C1)C([C@H](C(C)C)N1N=NC(=C1)C1CCN(CC1)C(=O)OC(C)(C)C)=O)C(NCC1=CC=C(C=C1)C1=C(N=CS1)C)=O